FC1(CCC(CC1)C(NC(=O)C1=NON=C1OCC(F)(F)F)C=1OC2=C(N1)C=C(C=C2)C(COC)N2C(NC(C2)C(F)(F)F)=O)F N-((4,4-difluorocyclohexyl)(5-(2-methoxy-1-(2-oxo-4-(trifluoromethyl)imidazolidin-1-yl)ethyl)benzo[d]oxazol-2-yl)methyl)-4-(2,2,2-trifluoroethoxy)-1,2,5-oxadiazole-3-carboxamide